2-bromo-5-(trifluoromethyl)-[1,2,4]triazolo[1,5-a]pyridine BrC1=NN2C(C=CC=C2C(F)(F)F)=N1